(S)-3-((S)-sec-butyl)-8-fluoro-N-(1-(oxetan-3-yl)piperidin-4-yl)-2-oxo-1,2,3,5-tetrahydro-4H-benzo[e][1,4]diazepine-4-carboxamide [C@H](C)(CC)[C@@H]1N(CC2=C(NC1=O)C=C(C=C2)F)C(=O)NC2CCN(CC2)C2COC2